(1H-benzo[d]imidazol-2-yl)-N-(1-(3-nitrobenzyl)pyrrolidin-3-yl)picolinamide N1C(=NC2=C1C=CC=C2)C=2C(=NC=CC2)C(=O)NC2CN(CC2)CC2=CC(=CC=C2)[N+](=O)[O-]